(E)-3-(3-chloro-4-fluorophenyl)-N'-((E)-3-(3,4-dichlorophenyl)acryloyl)acrylohydrazide ClC=1C=C(C=CC1F)/C=C/C(=O)NNC(\C=C\C1=CC(=C(C=C1)Cl)Cl)=O